methyl 5-(4-bromo-3-chlorophenyl)-2-((2-(trimethylsilyl) ethoxy) methyl)-2H-1,2,3-triazole-4-carboxylate BrC1=C(C=C(C=C1)C=1C(=NN(N1)COCC[Si](C)(C)C)C(=O)OC)Cl